3-(tert-butyldiphenylsiloxy)-2,2-difluoropropyl trifluoromethanesulfonate FC(S(=O)(=O)OCC(CO[Si](C1=CC=CC=C1)(C1=CC=CC=C1)C(C)(C)C)(F)F)(F)F